4-(4-methoxyphenyl)-butane COC1=CC=C(C=C1)CCCC